FC1=C(C(=CC=2NC(=NC21)OC=2C=CC(=C(C(=O)O)C2)C)F)C2=CC=C(C=C2)C2=CC=C(C=C2)CN2CCN(CC2)CC(F)(F)F 5-((4,6-difluoro-5-(4'-((4-(2,2,2-trifluoroethyl)piperazin-1-yl)methyl)-[1,1'-biphenyl]-4-yl)-1H-benzo[d]imidazol-2-yl)oxy)-2-methylbenzoic acid